FC=1C=C2C(NN=C(C2=CC1F)C(C)N(C(=O)C=1C=C2C=CN(C2=CC1)C)C)=O N-(1-(6,7-Difluoro-4-oxo-3,4-dihydrophthalazin-1-yl)ethyl)-N,1-dimethyl-1H-indole-5-carboxamide